3-[(trimethoxysilyl)propyl]octyldimethyl-ammonium chloride [Cl-].CO[Si](OC)(OC)CCCC(CC[NH+](C)C)CCCCC